5-chloro-7-iodo-8-quinolinyl beta-D-glucopyranosiduronic acid O([C@H]1[C@H](O)[C@@H](O)[C@H](O)[C@H](O1)C(=O)O)C=1C(=CC(=C2C=CC=NC12)Cl)I